8-(ethylamino)-2-(((1r,3r)-3-(methylamino)cyclobutyl)amino)pyrido[3,4-d]pyrimidine-6-carbonitrile C(C)NC1=NC(=CC2=C1N=C(N=C2)NC2CC(C2)NC)C#N